(2S,5S)-4-(3,3-difluoro-2,2-dimethylpropanoyl)-2,3,4,5-tetrahydro-2,5-methano-1,4-benzoxazepine-9-carbonitrile FC(C(C(=O)N1C[C@H]2OC3=C([C@@H]1C2)C=CC=C3C#N)(C)C)F